C(CCC)C=1N(C2=C(C=NC=3C=C(C=CC23)C(=O)O)N1)CC1=CC=C(C=C1)CN1CCCC1 2-butyl-1-(4-(pyrrolidin-1-ylmethyl)benzyl)-1H-imidazo[4,5-c]quinoline-7-carboxylic acid